3-((1H-pyrrolo[2,3-b]pyridin-5-yl)oxy)-4'-(((S)-2-(2-cyclopropylphenyl)pyrrolidin-1-yl)methyl)-2',3',4',5'-tetrahydro-[1,1'-biphenyl]-4-carboxylic acid N1C=CC=2C1=NC=C(C2)OC=2C=C(C=CC2C(=O)O)C=2CCC(CC2)CN2[C@@H](CCC2)C2=C(C=CC=C2)C2CC2